ClC=1C(=NC(=NC1C)N1CCC(CC1)C1CN(CCC1)CCC(=O)O)N[C@H](C)C1=C(C=C(C=C1)Cl)Cl 3-(1'-(5-Chloro-4-(((R)-1-(2,4-dichlorophenyl)ethyl)amino)-6-methylpyrimidin-2-yl)-[3,4'-bipiperidin]-1-yl)propionic acid